CC1(CN2C(O1)=CC(=N2)C(=O)OCC)C Ethyl 2,2-dimethyl-2,3-dihydropyrazolo[5,1-b]oxazole-6-carboxylate